N-[5-(difluoromethoxy)-3-pyridyl]-4-methyl-2-(1-methyl-2-oxo-4-piperidyl)-3,4-dihydro-1H-isoquinoline-7-carboxamide FC(OC=1C=C(C=NC1)NC(=O)C1=CC=C2C(CN(CC2=C1)C1CC(N(CC1)C)=O)C)F